1-(4-(4,4-dimethyl-2,5-dioxo-3-((2-oxo-2,3-dihydro-1H-pyrrolo[2,3-b]pyridin-4-yl)methyl)imidazolidin-1-yl)phenyl)cyclobutane-1-carbonitrile CC1(N(C(N(C1=O)C1=CC=C(C=C1)C1(CCC1)C#N)=O)CC1=C2C(=NC=C1)NC(C2)=O)C